pyrido[2,1-b]quinazolin C=1C2=CN3C(N=C2C=CC1)=CC=CC3